C(C1=CC=CC=C1)OC(COCCOCCOCCOCC(NCC(C)(C)C)=O)=O 17,17-dimethyl-14-oxo-3,6,9,12-tetraoxa-15-azaoctadecane-1-oic acid benzyl ester